ClC1=C(OC2CN(C2)C(=O)N2C[C@@H]3[C@@H](OCC(N3)=O)CC2)C=CC=C1N1CC2(C1)OCCC2 (4aR,8aS)-6-[3-[2-chloro-3-(5-oxa-2-azaspiro[3.4]octan-2-yl)phenoxy]azetidine-1-carbonyl]-4,4a,5,7,8,8a-hexahydropyrido[4,3-b][1,4]oxazin-3-one